C1(=CC=CC=2C3=CC=CC=C3NC12)C1=C(C=CC=C1)C=1C(=NN=NC1)C1=CC=CC=2OC3=C(C21)C=CC=C3 (carbazolylphenyl)(dibenzofuranyl)triazine